(R or S)-4-[4-fluoro-2-(2,2,2-trifluoroethoxy)phenyl]-2-[4-(2,2,2-trifluoro-1-hydroxyethyl)phenyl]-2,3-dihydro-1H-pyrrolo[3,4-c]pyridin-1-one FC1=CC(=C(C=C1)C1=NC=CC2=C1CN(C2=O)C2=CC=C(C=C2)[C@H](C(F)(F)F)O)OCC(F)(F)F |o1:23|